N1C=NC2=C1C=CC(=C2)N2C(C(=C(C2C2=CC(=C(C=C2)Cl)Cl)C(=O)C2CCCCC2)O)=O 1-(1H-Benzoimidazol-5-yl)-4-cyclohexanecarbonyl-5-(3,4-dichloro-phenyl)-3-hydroxy-1,5-dihydro-pyrrol-2-one